m-isoamyl-nitrobenzene C(CC(C)C)C=1C=C(C=CC1)[N+](=O)[O-]